COC(CN(S(=O)(=O)C1=CC=C(C=C1)C)CC=1SC=CC1C(=O)OC)=O methyl 2-((N-(2-methoxy-2-oxoethyl)-4-methylphenylsulfonamido)methyl)thiophene-3-carboxylate